2-(3-iodophenyl)propionic acid IC=1C=C(C=CC1)C(C(=O)O)C